ClC1=CC=C(C=C1)C(\C=C\C1=CC(=C(C=C1)O)OC)=O (E)-1-(4-chlorophenyl)-3-(4-hydroxy-3-methoxyphenyl)prop-2-en-1-one